CCCCCCCCCCCCCC[C@H]([C@H]([C@H](CO[C@@H]1[C@@H]([C@H]([C@H]([C@H](O1)CO)O)O)O)NC(=O)CCCCCCCCCCC)O)O The molecule is a glycophytoceramide having an alpha-D-galactopyranosyl residue at the O-1 position and a dodecanoyl group attached to the nitrogen. It derives from an alpha-D-galactose and a dodecanoic acid.